[C@H]12CN(C[C@H](CC1)O2)C=2C1=C(N=C(N2)N2CCN(CC2)C)C(=C(N=C1)C=1NC(C=C2C=CC(=C(C12)C#C)F)=O)F 1-(4-((1R,5S)-8-oxa-3-azabicyclo[3.2.1]octan-3-yl)-8-fluoro-2-(4-methylpiperazin-1-yl)pyrido[4,3-d]pyrimidin-7-yl)-8-ethynyl-7-fluoroisoquinolin-3(2H)-one